4-((2-bromopyridin-3-yl)methyl)-1-ethyl-N,N-dimethyl-1H-pyrazole-3-carboxamide BrC1=NC=CC=C1CC=1C(=NN(C1)CC)C(=O)N(C)C